5-(dimethylamino)-1H-indazol CN(C=1C=C2C=NNC2=CC1)C